I(=O)(=O)[O-].[K+] potassium iodate